2-(Ethylsulfanyl)-4-(6-fluoro-3,4-dihydroisoquinolin-2(1H)-yl)-6-(fluoromethyl)aniline C(C)SC1=C(N)C(=CC(=C1)N1CC2=CC=C(C=C2CC1)F)CF